6-chloro-4-(4-(2-chloro-4-(trifluoromethoxy)phenoxy)piperidin-1-yl)-1-methyl-2-oxo-1,2-dihydro-1,5-naphthyridine-3-carbonitrile ClC=1N=C2C(=C(C(N(C2=CC1)C)=O)C#N)N1CCC(CC1)OC1=C(C=C(C=C1)OC(F)(F)F)Cl